5-fluoro-2-(4-fluorophenyl-methoxy)pyrimidin-4-amine FC=1C(=NC(=NC1)OCC1=CC=C(C=C1)F)N